CN1C(NC2=C1C=CC=C2)=O methyl-2-oxo-2,3-dihydro-1H-benzo[d]imidazole